FC1=CC=C(C=C1)C1=CC(=C(C=C1)NC(OC(C)(C)C)=O)NC(C1=CC=C(C=C1)S(=O)(=N)C=1C=NC(=CC1)CO)=O tert-butyl N-[4-(4-fluorophenyl)-2-[[4-[[6-(hydroxymethyl)-3-pyridyl]sulfonimidoyl]benzoyl]amino]phenyl]carbamate